1-[(2S,6S)-2-chloro-2'-cyclopropyl-4-hydroxy-6'-methyl-spiro[4,5-dihydrothieno[2,3-c]pyran-7,4'-piperidine]-1'-yl]-2,2,2-trifluoro-ethanone ClC1=CC2=C(S1)C1(CC(N(C(C1)C)C(C(F)(F)F)=O)C1CC1)OCC2O